magnesium phosphorite phosphorus [P+3].P([O-])([O-])[O-].[Mg+2]